N1(CCC1)C[C@H](C(=O)OCC1=CC=CC=C1)C benzyl (R)-3-(azetidin-1-yl)-2-methylpropionate